5-((3-aminopyridin-2-yl)amino)-3-fluoropicolinate NC=1C(=NC=CC1)NC=1C=C(C(=NC1)C(=O)[O-])F